N-(4-(hydroxymethyl)benzyl)-2-(7-methoxy-9H-carbazol-2-yl)acetamide OCC1=CC=C(CNC(CC2=CC=3NC4=CC(=CC=C4C3C=C2)OC)=O)C=C1